N[SiH3].[N] nitrogen aminosilane